C1(CCC1)C(=O)N1CCN(CC1)C(CCC=1NC(C2=CC(=CC=C2C1)F)=O)=O 3-(3-(4-(cyclobutanecarbonyl)piperazin-1-yl)-3-oxopropyl)-7-fluoroisoquinolin-1(2H)-one